(S)-6-((4-((2-hydroxy-1-phenylethyl)amino)-5-(3-(pyridin-4-yl)-1,2,4-oxadiazol-5-yl)pyrimidin-2-yl)amino)-1-methyl-1,2-dihydro-3H-pyrazolo[3,4-b]pyridin-3-one OC[C@H](C1=CC=CC=C1)NC1=NC(=NC=C1C1=NC(=NO1)C1=CC=NC=C1)NC1=CC=C2C(=N1)N(NC2=O)C